ClC1=C(C=C(OC2CN(C2)C(=O)N2CC3(C2)CC(C3)N3N=C(N=C3)C3CC3)C=C1)C1CC1 (3-(4-chloro-3-cyclopropylphenoxy)azetidin-1-yl)(6-(3-cyclopropyl-1H-1,2,4-triazol-1-yl)-2-azaspiro[3.3]heptan-2-yl)methanone